C(C)(C)(C)C1=C(C(=NC(=C1)N1CC2=C(C=CC=C2CC1)C(NC=1SC2=C(N1)C=CC=C2)=O)C(=O)O)C2=C(C(=CC=C2)OC2CCC(CC2)CCC=O)C.C(CCCCCCCCCCC)(=O)N[C@@H](CCC(N)=O)C(=O)O N-lauroyl-L-glutamine tert-butyl-6-[8-(1,3-benzothiazol-2-ylcarbamoyl)-3,4-dihydro-1H-isoquinolin-2-yl]-3-[2-methyl-3-[4-(3-oxopropyl)cyclohexoxy]phenyl]pyridine-2-carboxylate